C(C)(C)(CC)OOC(C)(C)CC di(t-amyl) peroxide